methyl-2-hexyl-3-oxocyclopentanecarboxylate COC(=O)C1C(C(CC1)=O)CCCCCC